C(C=CC=CCC)(=O)OC[C@@H](OC(C=CC=CCC)=O)COP(=O)(O)OCC[N+](C)(C)C 1,2-diheptadienoyl-sn-glycero-3-phosphorylcholine